C(C)(C)(C)OC(N[C@H]1CN(C(C1)=O)C1=CC=C(C=C1)S(=O)(=O)N1CCN(CC1)C1=NC(=CC(=C1)C(F)(F)[C@@H]1CC[C@H](CC1)C(N)=O)Cl)=O trans-N-[(3R)-1-[4-[4-[4-[(4-carbamoyl-cyclohexyl)-difluoro-methyl]-6-chloro-2-pyridinyl]piperazin-1-yl]sulfonylphenyl]-5-oxo-pyrrolidin-3-yl]carbamic acid tert-butyl ester